FC(C=1C=C(CNC(=O)NC23CC(C2)(C3)C(F)(F)F)C=CC1)F 1-(3-Difluoromethyl-benzyl)-3-(3-trifluoromethyl-bicyclo[1.1.1]pent-1-yl)-urea